7-methoxy-1,2,3,4-tetrahydroisoquinoline-6-carboxamide COC1=C(C=C2CCNCC2=C1)C(=O)N